CNC(C1=CC(=C(C=C1)NC1=CC2=C(NC(N2)=O)C=C1)[N+](=O)[O-])=O N-methyl-3-nitro-4-((2-oxo-2,3-dihydro-1H-benzo[d]imidazol-5-yl)amino)benzamide